CC=1C=C2C(C=C(OC2=C(C1)C(C)NC1=C(C(=O)O)C=CC=C1)C=1C=CC=2C(N1)=CN(N2)C)=O 2-[1-[6-Methyl-2-(2-methylpyrazolo[4,3-b]pyridin-5-yl)-4-oxo-chromen-8-yl]ethylamino]benzoic acid